3-oxopentanoate O=C(CC(=O)[O-])CC